CCCCC(=CCC)O 1-methyl-4-hepten-4-ol